4-(2,6-difluoro-4-nitrophenoxy)-7-methoxyquinoline FC1=C(OC2=CC=NC3=CC(=CC=C23)OC)C(=CC(=C1)[N+](=O)[O-])F